(3R)-3-amino-8-fluoro-1,1-dioxo-5-[[4-(trifluoromethoxy)phenyl]methyl]-7-[5-[1-(trifluoromethyl)cyclopropyl]-1,2,4-oxadiazol-3-yl]-2,3-dihydro-1λ6,5-benzothiazepin-4-one N[C@H]1CS(C2=C(N(C1=O)CC1=CC=C(C=C1)OC(F)(F)F)C=C(C(=C2)F)C2=NOC(=N2)C2(CC2)C(F)(F)F)(=O)=O